5-(3-(methylamino)pyrrolidin-1-yl)pyridin-2-amine CNC1CN(CC1)C=1C=CC(=NC1)N